C(C)C=1C(=CC=C2C=C(C=C(C12)C1=C(C=2N=C(N=C(C2C=N1)N1CC(CCCCC1)C(=O)O)OC[C@]12CCCN2C[C@@H](C1)F)F)O)F 1-(7-(8-ethyl-7-fluoro-3-hydroxynaphthalen-1-yl)-8-fluoro-2-(((2R,7aS)-2-fluorotetrahydro-1H-pyrrolizin-7a(5H)-yl)methoxy)pyrido[4,3-d]pyrimidin-4-yl)azocane-3-carboxylic acid